N-(4-(4-(6-(4,4-difluoropiperidin-1-yl)-5-methylpyrazin-2-yl)-1H-1,2,3-triazol-1-yl)-3-(6-azaspiro[2.5]octan-6-yl)phenyl)-2-hydroxyethane-1-sulfonamide FC1(CCN(CC1)C1=C(N=CC(=N1)C=1N=NN(C1)C1=C(C=C(C=C1)NS(=O)(=O)CCO)N1CCC2(CC2)CC1)C)F